ClC=1C=CC2=C(C(=NCC(N2)=O)C2=C(C=CC(=C2)OC)Cl)C1 7-chloro-5-(2-chloro-5-methoxy-phenyl)-1,3-dihydro-1,4-benzodiazepine-2-One